CNC(=O)C1=NNC2=CC(=CC=C12)N1CC(NCC1)C(NCCC(C)C1=CC=CC=C1)=O N-methyl-6-{3-[(3-phenylbutyl)carbamoyl]piperazin-1-yl}-1H-indazole-3-carboxamide